[4-[(3-methyl-1,2-oxazol-5-yl)amino]-2-pyrrolidin-1-ylphenyl]-(4-methyl-2-phenylpiperazin-1-yl)methanone CC1=NOC(=C1)NC1=CC(=C(C=C1)C(=O)N1C(CN(CC1)C)C1=CC=CC=C1)N1CCCC1